C(C)(=O)OC(C)(C)C1CC=C(CC1)C 2-(4-Methyl-3-cyclohexenyl)-2-propyl acetate